Cl.N[C@@H](CNC(=O)C1=CN(CCS1)C1=C2C(=NC=C1)NC=C2C)C (R)-N-(2-aminopropyl)-4-(3-methyl-1H-pyrrolo[2,3-b]pyridin-4-yl)-3,4-dihydro-2H-1,4-thiazine-6-carboxamide hydrochloride